5-(3-(2-fluoroethyl)-2-methyl-3H-imidazo[4,5-b]pyridin-5-yl)-N-(cis-4-(trifluoromethoxy)cyclohexyl)pyrrolo[2,1-f][1,2,4]triazin-2-amine FCCN1C(=NC=2C1=NC(=CC2)C=2C=CN1N=C(N=CC12)N[C@@H]1CC[C@@H](CC1)OC(F)(F)F)C